COC1=CC=CC(=N1)CNC1=C2C(=NC=C1)NC=N2 N-((6-methoxypyridin-2-yl)methyl)-3H-imidazo[4,5-b]pyridin-7-amine